Cl.CN1CCC(CC1)C(=O)NC1=NNC2=CC=C(C=C12)C1=C(C(=C(C=C1)F)F)F 1-Methyl-N-[5-(2,3,4-trifluorophenyl)-1H-indazol-3-yl]piperidine-4-carboxamide hydrochloride